5-(morpholin-4-yl)pyrazine-2-carboxamide N1(CCOCC1)C=1N=CC(=NC1)C(=O)N